C(#N)C1=C(C=C(C=C1)N1CCN(CC1)C(=O)OC(C)(C)C)C(=O)OC tert-butyl 4-(4-cyano-3-methoxycarbonylphenyl)piperazine-1-carboxylate